NC(/C=C/C=1C(=CC2=C(NC(=N2)C2=CC=C(C(=O)NO)C=C2)C1)N1CCN(CC1)C)=O (E)-4-(6-(3-amino-3-oxoprop-1-en-1-yl)-5-(4-methylpiperazin-1-yl)-1H-benzimidazol-2-yl)-N-hydroxybenzoamide